3-(4-(((1-(1-isopropyl-6-((2-(4-methoxypiperidin-1-yl)pyrimidin-4-yl)amino)-1H-pyrazolo[4,3-c]pyridin-3-yl)piperidin-4-yl)(methyl)amino)methyl)phenyl)piperidine-2,6-dione C(C)(C)N1N=C(C=2C=NC(=CC21)NC2=NC(=NC=C2)N2CCC(CC2)OC)N2CCC(CC2)N(C)CC2=CC=C(C=C2)C2C(NC(CC2)=O)=O